2-methylpropan-2-yl 3-[6-(diazanylcarbonyl)-1,2-diazin-3-yl]hexahydropyridine-1-carboxylate N(N)C(=O)C1=CC=C(N=N1)C1CN(CCC1)C(=O)OC(C)(C)C